NC=CCC=1C(NC(N([C@H]2[C@H](O)[C@H](O)[C@@H](CO)O2)C1)=O)=O 5-Aminoallyluridine